(3S,4r,5R)-1-(spiro[4.5]decan-8-ylmethyl)piperidine-3,4,5-triol C1CCCC12CCC(CC2)CN2C[C@@H](C([C@@H](C2)O)O)O